N1C=C(C2=CC=CC=C12)C(=O)OC1CCOCC1 tetrahydropyran-4-yl 1H-indole-3-carboxylate